F[C@@]1(C(NC2=CC=CC=C12)=O)C#N (R)-3-fluoro-2-oxoindoline-3-carbonitrile